(3R/S)-3-(4-{[(2E,6E)-3,7,11-trimethyldodecane-2,6,10-trien-1-yl]Oxy}-phenyl)hex-4-ynoic acid C\C(=C/COC1=CC=C(C=C1)[C@@H](CC(=O)O)C#CC)\CC\C=C(\CCC=C(C)C)/C |r|